4,4'-(Pyrazine-2,5-diyl)bis(1-hexylpyridin-1-ium) bis(tetrafluoroborate) F[B-](F)(F)F.F[B-](F)(F)F.N1=C(C=NC(=C1)C1=CC=[N+](C=C1)CCCCCC)C1=CC=[N+](C=C1)CCCCCC